C(C)C1=C(N=C(C(=N1)C(=O)N)NC1=CC(=CC(=C1)CCNC([C@H](C)N(C(C=C)=O)C)=O)OC)NC1CCOCC1 (S)-6-ethyl-3-((3-methoxy-5-(2-(2-(N-methylacrylamido)propanamido)ethyl)phenyl)amino)-5-((tetrahydro-2H-pyran-4-yl)amino)pyrazine-2-carboxamide